(R)-1-(3-aminopropyl)-6-(2,3,6-trifluorophenyl)-2,5,6,7-tetrahydro-3H-pyrrolo[1,2-c]imidazole-3-thione NCCCC1=C2N(C(N1)=S)C[C@H](C2)C2=C(C(=CC=C2F)F)F